C(C1=CC=CC=C1)OC=1C=C(C=CC1C(=O)OCC1=CC=CC=C1)N(C(=O)[C@@H]1N(CCCC1)C(=O)OCC1C2=CC=CC=C2C=2C=CC=CC12)CC1=CC=C(C=C1)C1CCCCC1 (9H-fluoren-9-yl)methyl (R)-2-((3-(benzyloxy)-4-((benzyloxy)carbonyl)phenyl)(4-cyclohexylbenzyl)carbamoyl)piperidine-1-carboxylate